(S)-N-(2-(5,5-difluoro-1-oxa-7-azaspiro[3.5]nonan-7-yl)pyrimidin-4-yl)-1-isopropyl-4-(3-((methylsulfonyl)meth-yl)azetidin-1-yl)pyrido[3,4-d]pyridazin-7-amine FC1([C@@]2(CCO2)CCN(C1)C1=NC=CC(=N1)NC1=CC=2C(=C(N=NC2C(C)C)N2CC(C2)CS(=O)(=O)C)C=N1)F